NC1=C(C=C(N=N1)C1=C(C(=CC=C1)Cl)O)N1C[C@H]2CC[C@@H](C1)N2C2=NC=CC(=N2)C2CCNCC2 2-[6-amino-5-[(1R,5S)-8-[4-(4-piperidyl)pyrimidin-2-yl]-3,8-diazabicyclo[3.2.1]octan-3-yl]pyridazin-3-yl]-6-chloro-phenol